BrC1=CN=C(C2=CN=C(C=C12)N)NC 4-bromo-N1-methyl-2,7-naphthyridine-1,6-diamine